(3-cyanophenyl)-1-hydroxy-4-methyl-1H-imidazole-5-carboxylic acid C(#N)C=1C=C(C=CC1)C=1N(C(=C(N1)C)C(=O)O)O